CC=1N=CC2=C(N1)OC(C(=C2)C(=O)N2CCN(CC2)C)=O 2-methyl-6-(4-methylpiperazine-1-carbonyl)-7H-pyrano[2,3-d]pyrimidin-7-one